tert-Butyl N-[1-[2-[[(1S)-1-cyano-2-[(3S)-2-oxopyrrolidin-3-yl]ethyl]amino]-1-(cyclopropylmethyl)-2-oxo-ethyl]-4-methyl-2-oxo-3-pyridyl]carbamate C(#N)[C@H](C[C@H]1C(NCC1)=O)NC(C(CC1CC1)N1C(C(=C(C=C1)C)NC(OC(C)(C)C)=O)=O)=O